1-(1-((perfluorophenyl)sulfonyl)azetidin-3-yl)-3-(4-phenoxyphenyl)-1H-pyrazolo[3,4-d]pyrimidin-4-amine FC1=C(C(=C(C(=C1F)F)F)F)S(=O)(=O)N1CC(C1)N1N=C(C=2C1=NC=NC2N)C2=CC=C(C=C2)OC2=CC=CC=C2